C(C)(C)(C)OC(=O)N1CCN(CC1)C1=CC=C(C=N1)C=1C=C(C2=CN(N=C2C1)C(C(=O)O)C1=C2N(C=N1)CCC2)F 2-[6-[6-(4-tert-butoxycarbonylpiperazin-1-yl)-3-pyridyl]-4-fluoro-indazol-2-yl]-2-(6,7-dihydro-5H-pyrrolo[1,2-c]imidazol-1-yl)acetic acid